COC=1C=C(C(=CC1)OC)C1=CC=CC=C1 3,6-dimethoxybiphenyl